N-(4-(6-(((3aR,5s,6aS)-2-(3-fluorobenzyl)octahydrocyclopenta[c]pyrrol-5-yl)amino)pyridazin-3-yl)phenyl)acetamide FC=1C=C(CN2C[C@@H]3[C@H](C2)CC(C3)NC3=CC=C(N=N3)C3=CC=C(C=C3)NC(C)=O)C=CC1